(2S,4S)-1-((R)-2-(2-naphthoylamino)-3-cyclohexylpropionyl)-N-(1-amino-7-(3-ethylureido)-1,2-dioxohept-3-yl)-4-(5-(2-hydroxypropan-2-yl)-1H-1,2,3-triazol-1-yl)pyrrolidine-2-carboxamide C1=C(C=CC2=CC=CC=C12)C(=O)N[C@@H](C(=O)N1[C@@H](C[C@@H](C1)N1N=NC=C1C(C)(C)O)C(=O)NC(C(C(=O)N)=O)CCCCNC(=O)NCC)CC1CCCCC1